N,N-dimethyl-N,N-di-neopentyl-ammonium fluoride [F-].C[N+](CC(C)(C)C)(CC(C)(C)C)C